SC1=NNC=N1 mercapto-1,2,4-triazole